FC(COC1=C(C(=C(C=C1)C=1C(CCNN1)C)F)F)(CO)F 6-[4-(2,2-difluoro-3-hydroxypropoxy)-2,3-difluorophenyl]-5-methyl-4,5-dihydro-2H-pyridazine